BrC(C(=O)OC(C(C)(Br)C)=O)(C)C 2-bromo-2-methylpropanoic anhydride